(S)-N-(Benzo[d]thiazol-2-yl)-2-((S)-3,3-difluorocyclopentyl)-2-(4-(2-methyl-2H-tetrazol-5-yl)phenyl)acetamide S1C(=NC2=C1C=CC=C2)NC([C@H](C2=CC=C(C=C2)C=2N=NN(N2)C)[C@@H]2CC(CC2)(F)F)=O